C(#N)[C@@]1([C@@H](C1)F)C(=O)NC=1C=CC(=NC1)C=1N=NN(C1NC(O[C@H](C)C=1C(=NC=C(C1)F)F)=O)C (R)-1-(2,5-difluoropyridin-3-yl)ethyl (4-(5-((1R,2R)-1-cyano-2-fluoro-cyclopropane-1-carboxamido) pyridin-2-yl)-1-methyl-1H-1,2,3-triazol-5-yl)carbamate